(1aR,5aR)-2-(2,4-Difluoro-phenyl)-1a,2,5,5a-tetrahydro-1H-2,3-diaza-cyclopropa[a]pentalene-4-carboxylic acid ((S)-1-hydroxymethyl-2,2-dimethyl-propyl)-amide OC[C@H](C(C)(C)C)NC(=O)C=1C=2C[C@@H]3[C@H](C2N(N1)C1=C(C=C(C=C1)F)F)C3